trans-4-((4-(2-Cyclopropyloxazol-4-yl) pyridine-2-yl)((trans-4-(5-methoxy-6-methylpyridin-2-yl)cyclohexyl)methyl) carbamoyl)cyclohexyl dimethylcarbamate CN(C(O[C@@H]1CC[C@H](CC1)C(N(C[C@@H]1CC[C@H](CC1)C1=NC(=C(C=C1)OC)C)C1=NC=CC(=C1)C=1N=C(OC1)C1CC1)=O)=O)C